Ethyl 2-(5-bromothien-2-ylsulfanyl)-2-methylpropionate BrC1=CC=C(S1)SC(C(=O)OCC)(C)C